N1=CC(=CC=C1)C1=CN2C(S1)=C(C=N2)C(=O)N pyridin-3-yl-pyrazolo[5,1-b]Thiazole-7-carboxamide